Glucosyl-barbiturate C1([C@H](O)[C@@H](O)[C@H](O)[C@H](O1)CO)C1C(NC(NC1=O)=O)=O